ClC1=CC=C(CNC(=O)NC2=CC=C(C=C2)[C@H]2CN(CC2)S(=O)(=O)C)C=C1 (S)-1-(4-chlorobenzyl)-3-(4-(1-(methylsulfonyl)pyrrolidin-3-yl)phenyl)urea